4-Diphenylphosphonobutyl-(diphenyl)phosphane C1(=CC=CC=C1)OP(=O)(OC1=CC=CC=C1)CCCCP(C1=CC=CC=C1)C1=CC=CC=C1